2-(6-((4-(2-chlorophenyl)-1H-1,2,3-triazol-1-yl)methyl)pyridin-3-yl)-5-(difluoromethyl)-1,3,4-oxadiazole ClC1=C(C=CC=C1)C=1N=NN(C1)CC1=CC=C(C=N1)C=1OC(=NN1)C(F)F